[2H]C(C(C)(C)[2H])C1=CC(=C(C#N)C(=C1)F)F 4-(1,2-dideutero-2-methyl-propyl)-2,6-difluoro-benzonitrile